7-((2S,5R)-4-acryloyl-2,5-dimethylpiperazin-1-yl)-10-(7-fluoro-1-oxo-1,2-dihydroisoquinolin-8-yl)-2,3-dihydro-5H-[1,4]oxazino[2,3,4-ij]quinazolin-5-one C(C=C)(=O)N1C[C@@H](N(C[C@H]1C)C1=NC(N2C3=C(C(=CC=C13)C=1C(=CC=C3C=CNC(C13)=O)F)OCC2)=O)C